5-(3-chloro-4-methoxyphenyl)-1-(2-fluoro-5-methoxyphenyl)-1H-indazole ClC=1C=C(C=CC1OC)C=1C=C2C=NN(C2=CC1)C1=C(C=CC(=C1)OC)F